OC1=C(C=CC=C1)C1=CC=C2C(=N1)N=C(O2)C2CCC(NC2)=O 5-[5-(2-HYDROXYPHENYL)OXAZOLO[4,5-B]PYRIDIN-2-YL]PIPERIDIN-2-ONE